OC[C@@H](C1=NC(=NO1)C1=CC=C(C=C1)C(F)(F)F)NC(C1=CC=CC=C1)=O (S)-N-(2-hydroxy-1-(3-(4-(trifluoromethyl)phenyl)-1,2,4-oxadiazol-5-yl)ethyl)benzamide